C(CC)S(=O)(=O)N1CC(=CC1)C1=C2C(=NC=C1)NC=C2 4-(1-(propylsulfonyl)-2,5-dihydro-1H-pyrrol-3-yl)-1H-pyrrolo[2,3-b]pyridin